ClC=1C(=NC(=NC1)NC1=C(C=C(C=C1)N1CCCC1)OC(F)F)NC1=C(SC=C1)C(=O)N 3-((5-chloro-2-((2-(difluoromethoxy)-4-(pyrrolidin-1-yl)phenyl)amino)pyrimidin-4-yl)amino)thiophene-2-carboxamide